NC1=C(C=C(C=N1)C=1C=C2N(N1)CCC21CN(CC1)C(=O)N[C@H](C)C1=NC=CC(=C1)C#N)C(F)(F)F 2'-[6-amino-5-(trifluoromethyl)pyridin-3-yl]-N-[(1R)-1-(4-cyanopyridin-2-yl)ethyl]-5',6'-dihydrospiro[pyrrolidine-3,4'-pyrrolo[1,2-b]pyrazole]-1-carboxamide